N-(4,4,4-trifluoro-2-methylbutyl)-4-{(S)-1,7-diaza-7-spiro[4.4]nonyl}-5-(3,5-difluorophenyl)nicotinamide FC(CC(CNC(C1=CN=CC(=C1N1C[C@]2(CCCN2)CC1)C1=CC(=CC(=C1)F)F)=O)C)(F)F